8-(4,4,5,5-tetramethyl-1,3,2-dioxaborolan-2-yl)tetralin-2-one CC1(OB(OC1(C)C)C=1C=CC=C2CCC(CC12)=O)C